CC=1C=CC(=C(C1)N1/C(/SCC1=O)=N/C(=O)NC1=C(C=C(C=C1)C1=NN(C=N1)C1=CC=C(C=C1)OC(F)(F)F)C)OCC(F)(F)F (Z)-1-(3-(5-methyl-2-(2,2,2-trifluoroethoxy)phenyl)-4-oxothiazolidin-2-ylidene)-3-(2-methyl-4-(1-(4-(trifluoromethoxy)phenyl)-1H-1,2,4-triazol-3-yl)phenyl)urea